FC=1C=C(C=CC1F)[C@@H]1N(C[C@H](CC1)C)C(C(=O)NC=1C=C(C=NC1)C(=O)N)=O 5-[[2-[(2R,5S)-2-(3,4-difluorophenyl)-5-methyl-1-piperidyl]-2-oxo-acetyl]amino]pyridine-3-carboxamide